1-(2-chlorophenyl)-4-(3-hydroxyazetidin-1-yl)-2-oxo-7-(trifluoromethyl)-1,2-dihydro-1,8-naphthyridine-3-carbonitrile ClC1=C(C=CC=C1)N1C(C(=C(C2=CC=C(N=C12)C(F)(F)F)N1CC(C1)O)C#N)=O